CN(C(CCCC)=O)C=1OC=CN1 N-methyl-N-(1,3-oxazol-2-yl)pentanamide